(R)-N-(2-(1-(6-ethoxy-5-methoxypyridin-2-yl)-2-(methylsulfonyl)ethyl)-7-fluoro-1,3-dioxoisoindolin-4-yl)-2-methoxyacetamide C(C)OC1=C(C=CC(=N1)[C@H](CS(=O)(=O)C)N1C(C2=C(C=CC(=C2C1=O)NC(COC)=O)F)=O)OC